1-(6,7-Dichloro-10-(1H-pyrazol-4-yl)-3,4-dihydropyrazino[1,2-a]indol-2(1H)-yl)-2-((3-methyl-1,2,4-oxadiazol-5-yl)methoxy)ethan-1-one ClC1=C(C=CC=2C(=C3N(C12)CCN(C3)C(COCC3=NC(=NO3)C)=O)C=3C=NNC3)Cl